(2R,5R)-hexanediol C[C@H](CC[C@@H](C)O)O